N-methyl-3-(1-methyl-1H-pyrazol-3-yl)-5,6-dihydro-4H-cyclopenta[c]thiophen-4-amine CNC1CCC2=CSC(=C21)C2=NN(C=C2)C